N1(CCN(CCNCCC1)CC=1C(=C(C(=O)N)C=C(C1)C)O)CC=1C(=C(C(=O)N)C=C(C1)C)O 3,3'-[1,4,7-triazecane-1,4-diylbis(methylene)]bis(2-hydroxy-5-methylbenzamide)